methyl 2-[2-(1,3-dimethyl-2-oxo-4-pyridyl)phenyl]-3-ethyl-imidazo[1,2-a]pyridine-7-carboxylate CN1C(C(=C(C=C1)C1=C(C=CC=C1)C=1N=C2N(C=CC(=C2)C(=O)OC)C1CC)C)=O